C1(CC1)OC1=C(C(=C(C(=C1F)F)F)F)S(=O)(=O)N(CC#C)C1=CC(=C(C=C1)OC)F 2-cyclopropoxy-3,4,5,6-tetrafluoro-N-(3-fluoro-4-methoxyphenyl)-N-(prop-2-yn-1-yl)benzenesulfonamide